4-((4-amino-2-(2-ethoxymethyl)-1H-imidazo[4,5-c]Quinolin-1-yl)methyl)benzylcarbamic acid 2-methacrylaminoethyl ester C(=O)(C(=C)C)NCCOC(NCC1=CC=C(C=C1)CN1C(=NC=2C(=NC=3C=CC=CC3C21)N)COCC)=O